ClC1=C(C=CC=C1)CC(=O)N1[C@H](C2=CC=CC(=C2C[C@@H]1CO)C=1C=NN(C1)C)C 2-(2-chlorophenyl)-1-((1S,3R)-3-(hydroxymethyl)-1-methyl-5-(1-methyl-1H-pyrazol-4-yl)-3,4-dihydroisoquinolin-2(1H)-yl)ethan-1-one